ICCC\C=C/CCC (4Z)-1-iodooct-4-en